OC(C#CC=1C2=C(C(N(C1)C)=O)NC(=C2C(=O)OCC)C)(C)C=2C=NC=CC2 ethyl 4-[3-hydroxy-3-(3-pyridyl)but-1-ynyl]-2,6-dimethyl-7-oxo-1H-pyrrolo[2,3-c]pyridine-3-carboxylate